C[Si](CCOCN1C=NC2=C1CN(C2)C(=O)[O-])(C)C 1-((2-(trimethylsilyl) ethoxy)methyl)-4,6-dihydropyrrolo[3,4-d]imidazole-5(1H)-carboxylate